2-bromo-1-(pyrazin-2-yl)ethan-1-one hydrobromide Br.BrCC(=O)C1=NC=CN=C1